C1(CCC1)N(S(=O)(=O)C1=CC(=C(C=C1)OC)OC)CC1=CC=C2C(=N1)C=CC(O2)(C)C N-Cyclobutyl-N-((2,2-dimethyl-2H-pyrano[3,2-b]pyridin-6-yl)methyl)-3,4-dimethoxybenzenesulfonamide